NC(C(=O)O)(CC)N Diaminobutanoic acid